CC1=CC=C(S1)C1=CC=C(S1)C=1SC=CN1 2-(5-(5-methylthiophen-2-yl)thiophen-2-yl)thiazole